N[C@@H](CC(=O)OCCCCCCCCCCCC)C(=O)OCCCCCCCCCCCC.[Na] sodium dilauryl aspartate